3'-[(3-fluoro-2-methoxyphenyl)amino]-2'-[2-(methylsulfanyl)pyrimidin-4-yl]-4'-oxo-5',6'-dihydro-1'H-spiro[piperidine-4,7'-pyrrolo[3,2-c]pyridine]-1-carboxylic acid tert-butyl ester C(C)(C)(C)OC(=O)N1CCC2(C3=C(C(NC2)=O)C(=C(N3)C3=NC(=NC=C3)SC)NC3=C(C(=CC=C3)F)OC)CC1